ClC1=C(SC2=C1C=CC(=C2)F)C(=O)N2CCC(CC2)N2CC(C2)(N2N=CC(=C2)C=2C1=C(N=CN2)NC=C1)CC#N {1-{1-[(3-chloro-6-fluoro-1-benzothien-2-yl)carbonyl]piperidin-4-yl}-3-[4-(7H-pyrrolo[2,3-d]pyrimidin-4-yl)-1H-pyrazol-1-yl]azetidin-3-yl}acetonitrile